(R)-2-amino-3-(benzofuran-3-yl)propan-1-ol N[C@@H](CO)CC1=COC2=C1C=CC=C2